ClC1=C(C=C(C=C1)N1N=CN=C1CNC(=O)NCC1=NC(=NN1C1=CC=C2C=CC=NC2=C1)C)F 1-{[1-(4-chloro-3-fluorophenyl)-1H-1,2,4-triazol-5-yl]methyl}-3-{[3-methyl-1-(quinolin-7-yl)-1H-1,2,4-triazol-5-yl]methyl}urea